ethylenediaminetetraacetic acid iron(III) sodium salt [Na+].[Fe+3].C(CN(CC(=O)[O-])CC(=O)[O-])N(CC(=O)[O-])CC(=O)[O-]